2-(2-{[4-cyclopropyl-5-(thiophen-2-yl)-4H-1,2,4-triazol-3-yl]sulfanyl}propanamido)-4H,5H,6H-cyclopenta[b]thiophene-3-carboxamide C1(CC1)N1C(=NN=C1C=1SC=CC1)SC(C(=O)NC1=C(C2=C(S1)CCC2)C(=O)N)C